1-(7-(heptyloxy)-9,9-dioctyl-9H-fluoren-2-yl)-N1-phenylbenzene-1,4-diamine C(CCCCCC)OC1=CC=C2C=3C=CC(=CC3C(C2=C1)(CCCCCCCC)CCCCCCCC)C1(CC=C(C=C1)N)NC1=CC=CC=C1